CC1=CC=C2NC(C(NC2=C1)=O)=O 7-methyl-2,3-dioxo-1,2,3,4-tetrahydroquinoxaline